[Si](C)(C)(C(C)(C)C)OC(C)(C)C1=CC(=NC(=C1F)C1=CC=C(C=C1)F)C(C(F)(F)F)=O 1-(4-(2-((tert-butyldimethylsilyl)oxy)propan-2-yl)-5-fluoro-6-(4-fluorophenyl)pyridin-2-yl)-2,2,2-trifluoroethan-1-one